4-(3-Chloroanilino)-6'-(methylsulfinyl)-2'-[(2R)-2-methyl-3-{[(5R)-5-methyl-5,6,7,8-tetrahydroquinolin-4-yl]oxy}propyl]-2',3'-dihydrospiro[cyclohexane-1,1'-indene]-4-carboxylic acid ClC=1C=C(NC2(CCC3(C(CC4=CC=C(C=C34)S(=O)C)C[C@H](COC3=CC=NC=4CCC[C@H](C34)C)C)CC2)C(=O)O)C=CC1